C(C)(C)(C)OC(=O)N1CC(C(C1)CC=C)(C(NC(C)(C)C)=O)NC(C)=O (syn)-tert-butyl-3-acetamido-4-allyl-3-(tert-butylcarbamoyl)pyrrolidine-1-carboxylate